5-chloro-2-(3-((dimethylamino)methyl)morpholino)pyridin-4-amine ClC=1C(=CC(=NC1)N1C(COCC1)CN(C)C)N